CC1(N(CC2=C1N=C(N=C2N2[C@@H](COCC2)C)C2=C1C=CNC1=CC=C2)S(=O)(=O)C)C (R)-7,7-Dimethyl-2-(1H-indol-4-yl)-6-methanesulfonyl-4-(3-methylmorpholin-4-yl)-6,7-Dihydro-5H-pyrrolo[3,4-d]pyrimidine